methyl 2-methyl-4-(pyridin-2-yl)benzoate CC1=C(C(=O)OC)C=CC(=C1)C1=NC=CC=C1